1,5-diazabicyclo[4.3.0]-nonene N12C=CCNC2CCC1